C1(CC1)C1=NC=NC(=C1C=1N=C(C2=C(N1)C=CN2)NCC2=CC=C(C=C2)C2=NC=CC=C2)OC 2-(4-Cyclopropyl-6-methoxypyrimidin-5-yl)-N-(4-(pyridin-2-yl)benzyl)-5H-pyrrolo[3,2-d]pyrimidin-4-amine